CC1=CC2=CC=CC=C2C(=C1Br)C3=C(C=CC4=CC=CC=C43)Br (R)-2,2'-dibromomethyl-1,1'-binaphthyl